5-[(1S)-1-(3,5-Dimethylpyridazin-4-yl)ethoxy]-3-(6-fluoro-3-pyridyl)-6-methoxy-1-tetrahydropyran-2-yl-indazole CC=1N=NC=C(C1[C@H](C)OC=1C=C2C(=NN(C2=CC1OC)C1OCCCC1)C=1C=NC(=CC1)F)C